3-(2-amino-[1,2,4]triazolo[1,5-a]pyridin-7-yl)-N-((2S,3R)-3-(4-chlorophenyl)-2-fluoro-3-hydroxypropyl)-2-fluoro-6-methylbenzamide NC1=NN2C(C=C(C=C2)C=2C(=C(C(=O)NC[C@@H]([C@H](O)C3=CC=C(C=C3)Cl)F)C(=CC2)C)F)=N1